N-pelargonoyl-methionine C(CCCCCCCC)(=O)N[C@@H](CCSC)C(=O)O